CN(C/C=C/C(=O)N1CCC2(C3=C(C(NC2)=O)C(=C(N3)C3=CC=NC=C3)C3=CC=CC=C3)CC1)C 1-[(2E)-4-(dimethylamino)but-2-enoyl]-3'-phenyl-2'-(pyridin-4-yl)-5',6'-dihydrospiro[piperidine-4,7'-pyrrolo[3,2-c]pyridin]-4'(1'H)-one